CO/C=C/C(=O)C1(CC1)C (E)-3-methoxy-1-(1-methylcyclopropyl)prop-2-en-1-one